C(C)(C)(C)OC(=O)N1CCN(CC1)C=1C=NC(=CC1)C(=O)OC 4-(6-(methoxycarbonyl)pyridin-3-yl)piperazine-1-carboxylic acid tert-butyl ester